COC1CCC(CC1)CN(C(=O)OC(C)(C)C)C(=O)OC(C)(C)C di-tert-butyl {[(1r,4r)-4-methoxycyclohexyl]methyl}-2-imidodicarbonate